O1CCN(CC1)C=1C=C(C=CC1)C(CC(=O)O)C1CC2(C1)CC(C2)CCC2=NC=1NCCCC1C=C2 3-(3-morpholinophenyl)-3-(6-(2-(5,6,7,8-tetrahydro-1,8-naphthyridin-2-yl)ethyl)spiro[3.3]hept-2-yl)propionic acid